[N+](=O)([O-])C1=CC=C(C=C1)C1C=2N(NCC1)C=C(N2)C2=CC=C(C=C2)OC2=CC=CC=C2 8-(4-nitrophenyl)-2-(4-phenoxyphenyl)-5,6,7,8-tetrahydroimidazo[1,2-b]Pyridazine